N=1C=C(N2C1C=CC=C2)C(=O)N2CC1=C(CC2)C(=CS1)C(=O)NC=1C=NC=C(C1)C(F)(F)F 6-(imidazo[1,2-a]pyridine-3-carbonyl)-N-(5-(trifluoromethyl)pyridin-3-yl)-4,5,6,7-tetrahydrothieno[2,3-c]pyridine-3-carboxamide